OCCN(C)C N-(2-hydroxyethyl)dimethylamine